ClC1=C(C(=O)NC)C=CC(=C1)NC=1C=2N(C=CN1)C(=CN2)C=2C(=NN(C2)CC2=NNC=C2)C(F)(F)F 2-chloro-N-methyl-4-[[3-[1-(1H-pyrazol-3-ylmethyl)-3-(trifluoromethyl)pyrazol-4-yl]imidazo[1,2-a]pyrazin-8-yl]amino]benzamide